2-[11-ethyl-9-(3-hydroxypropyl)-1,9-diazatricyclo[6.3.1.04,12]dodeca-2,4(12),5,7-tetraen-2-yl]-7-fluoro-1-methyl-benzimidazole-5-carboxylic acid C(C)C1CN(C2=CC=CC=3C=C(N1C32)C3=NC2=C(N3C)C(=CC(=C2)C(=O)O)F)CCCO